N[C@@H](C(C)C)C(=O)OC[C@]1(O[C@H]([C@@H]([C@@H]1O)O)C1=CC=C2C(=NC=NN21)N)C#N ((2R,3S,4R,5S)-5-(4-aminopyrrolo[2,1-f][1,2,4]triazin-7-yl)-2-cyano-3,4-dihydroxytetrahydrofuran-2-yl)methyl L-valinate